Cl.COC1=C(C=C(C(=C1)CN1CCC(CC1)OC1CCNCC1)OC)C1=CN(C(C2=CN=CC=C12)=O)C 4-(2,5-dimethoxy-4-((4-(piperidin-4-yloxy)piperidin-1-yl)methyl)phenyl)-2-methyl-2,7-naphthyridin-1(2H)-one hydrochloride